6-chloro-2-((4-methoxybenzyl)amino)-3-nitrobenzoic acid methyl ester COC(C1=C(C(=CC=C1Cl)[N+](=O)[O-])NCC1=CC=C(C=C1)OC)=O